1-[2-(1H-1,3-benzodiazol-1-yl)acetyl]-N-[(5-cyclopropyl-6-fluoropyridin-2-yl)(phenyl)methyl]-4-fluoropyrrolidine-2-carboxamide N1(C=NC2=C1C=CC=C2)CC(=O)N2C(CC(C2)F)C(=O)NC(C2=CC=CC=C2)C2=NC(=C(C=C2)C2CC2)F